[4-cyano-3-fluoro-6-(oxan-4-yl)-2-(propan-2-yl)phenyl]-3-[4-(hydroxymethyl)-2-(2-hydroxypropan-2-yl)-1,3-thiazole-5-sulfonyl]urea C(#N)C1=C(C(=C(C(=C1)C1CCOCC1)NC(=O)NS(=O)(=O)C1=C(N=C(S1)C(C)(C)O)CO)C(C)C)F